N-(3-bromobenzylidene)-2,3-dichloro-benzenamine BrC=1C=C(C=NC2=C(C(=CC=C2)Cl)Cl)C=CC1